O=C(CN1C(NC2=NC=CC=C21)=O)CC 1-(2-oxobutyl)imidazo[4,5-b]pyridin-2-one